ethyl 2-(N-(4-((2-(4,4-difluoropiperidin-1-yl)-6-methylpyrimidin-4-yl)carbamoyl)-3-fluoro-5-((1S,6S)-6-methyl-3-azabicyclo[4.1.0]heptan-3-yl)phenyl)sulfamoyl)acetate FC1(CCN(CC1)C1=NC(=CC(=N1)NC(=O)C1=C(C=C(C=C1N1C[C@H]2C[C@]2(CC1)C)NS(=O)(=O)CC(=O)OCC)F)C)F